5-chloro-N-[2,4-difluoro-3-([1H-pyrazolo[3,4-b]pyridin-5-ylmethyl]amino)phenyl]-2-methoxypyridine-3-sulfonamide ClC=1C=C(C(=NC1)OC)S(=O)(=O)NC1=C(C(=C(C=C1)F)NCC=1C=C2C(=NC1)NN=C2)F